Cl.COC([C@@H](N)CCCC)=O L-norleucine methylester HCl